C(C)N1N=C(C2=C1C(NCC1(CCOCC1)C2)=O)CC(COC(C2=CC=C(C=C2)F)=O)(C)C 4-Fluorobenzoic acid [3-(1-ethyl-8-oxo-spiro[6,7-dihydro-4H-pyrazolo[3,4-c]azepin-5,4'-tetrahydropyran]-3-yl)-2,2-dimethyl-propyl] ester